C(CCCCC)(=O)OC=1C(OC(CCCCC)=O)=CC(=CC1C)CC=C 4-allyl-6-methylcatechol di-n-hexanoate